FC1=C(C=CC=C1)CCCC=O 4-(fluorophenyl)-1-butanone